C[C@@H](C(=O)NCC(=O)N[C@@H](CC1=CC=C(C=C1)O)C(=O)O)N The molecule is a tripeptide composed of L-alanine, glycine, and L-tyrosine joined in sequence by peptide linkages. It has a role as a metabolite. It derives from a L-alanine, a glycine and a L-tyrosine.